CC1(OC2=CC=CC=C2C(C1)NC(=O)C=1C=C(C=[NH+]C1)CN1C(NC(CC1=O)(CC)CC)=[NH2+])C [1-[[5-[(2,2-dimethylchroman-4-yl)carbamoyl]pyridin-1-ium-3-yl]methyl]-4,4-diethyl-6-oxo-hexahydropyrimidin-2-ylidene]ammonium